2-(methylseleno)acetic acid C[Se]CC(=O)O